(5-bromo-7-nitro-3,4-dihydro-2H-benzo[B][1,4]oxazin-6-yl)(2-chloro-5-fluorophenyl)methanone BrC1=C(C(=CC=2OCCNC21)[N+](=O)[O-])C(=O)C2=C(C=CC(=C2)F)Cl